BrC1=C(C(=O)NCCOC2=C(C=C(C=C2)Cl)C2=C3C(=NC=C2)C(=CS3)C(=O)OC)C(=CN=C1)NCC1=CC=C(C=C1)OC methyl 7-(2-(2-(3-bromo-5-((4-methoxybenzyl)amino)isonicotinamido)ethoxy)-5-chlorophenyl)thieno[3,2-b]pyridine-3-carboxylate